5-(1-piperidinyl)pentanoic acid N1(CCCCC1)CCCCC(=O)O